S1C(=NC2=C1C=CC=C2)C2=C(C#N)C(=C(C(=C2N2C1=CC=CC=C1C=1C=C(C=CC21)C)N2C1=CC=CC=C1C=1C=C(C=CC21)C)N2C1=CC=CC=C1C=1C=C(C=CC21)C)N2C1=CC=CC=C1C=1C=C(C=CC21)C 2-(benzo[d]thiazol-2-yl)-3,4,5,6-tetrakis(3-methyl-9H-carbazol-9-yl)benzonitrile